C(C)C([C@@H](CC1(NCCC1=C)C(=O)[O-])OC)Cl 2-((R)-Ethyl 3-chloro-2-methoxypropyl)-3-methylenepyrrolidine-2-carboxylate